COC1=C(OC(=O)C2=CC=C(OCCOC(=O)C(=C)C)C=C2)C=CC(=C1)\C=C\C(=O)OC 1-[2-[4-[2-methoxy-4-[(E)-2-methoxycarbonyl-vinyl]-phenoxycarbonyl]-phenoxy]-ethoxycarbonyl]-1-methyl-ethylene